C(C=C)(=O)OCCCCCCCCCCCCCCCCCCCCCOC(C=C)=O 1,21-heneicosanediol diacrylate